(5R,6S)-5,6-diphenylmorpholin-2-one C1(=CC=CC=C1)[C@@H]1[C@@H](OC(CN1)=O)C1=CC=CC=C1